C1(CC1)OC1=C(C(=NC=C1)OC)C1=CNC2=NC(=CC=C21)NC(=O)NC[C@H](CN(C)C)F |r| racemic-1-[3-(4-cyclopropoxy-2-methoxypyridin-3-yl)-1H-pyrrolo[2,3-b]pyridin-6-yl]-3-[3-(dimethylamino)-2-fluoropropyl]urea